NC1=CC(=C(OC2=C3C(=NC=C2)NC(N3CC)=O)C=C1)F 7-(4-amino-2-fluorophenoxy)-1-ethyl-1,3-dihydro-2H-imidazo[4,5-b]pyridin-2-one